COC1=CC=C(C=C1)C=1N(COC1)C1=CC=CC=C1 4-(4-methoxyphenyl)-3-phenyl-2,3-dihydro-oxazole